D-glucosamine (6R)-tetrahydrofolate C(CC[C@@H](C(=O)O)NC(=O)C1=CC=C(NC[C@@H]2CNC=3N=C(N)NC(=O)C3N2)C=C1)(=O)O.OC1[C@H](N)[C@@H](O)[C@H](O)[C@H](O1)CO